2,4-dimethyl-7,8-dihydro-4H-thiazolo[4,5-b]azepin-5(6H)-one CC=1SC2=C(N(C(CCC2)=O)C)N1